methyl 2-((tert-butoxycarbonyl)amino)-2-cyclopropylacetate C(C)(C)(C)OC(=O)NC(C(=O)OC)C1CC1